C(C)N(C(=O)[C@H]1CN(C)[C@@H]2CC3=CN(C4=CC=CC(C2=C1)=C34)C(=O)C3COCCC3)CC 1-(3-tetrahydro-pyrancarbonyl)-lysergic acid diethylamide